N-(4-(4-amino-5-(4-((6-methylpyridin-2-yl)oxy)phenyl)pyrrolo[2,1-f][1,2,4]triazin-6-yl)phenyl)acrylamide NC1=NC=NN2C1=C(C(=C2)C2=CC=C(C=C2)NC(C=C)=O)C2=CC=C(C=C2)OC2=NC(=CC=C2)C